CN(C(=O)N1CCNCC1)C piperazine-1-carboxylic acid dimethylamide